FC1=C(C=CC=C1)P(C1=C(C=CC=C1)F)Cl bis-(2-fluorophenyl)phosphorus chloride